18-(benzyloxy)-18-oxooctadecan-7-yl hexanoate C(CCCCC)(=O)OC(CCCCCC)CCCCCCCCCCC(=O)OCC1=CC=CC=C1